FC1=C(C(=CC=C1)C(F)(F)F)N1CCC(CC1)N1C(N(C=2C(C1)=NN(C2)C)CC2=C(C=CC=C2)C(F)(F)F)=O 6-[1-(2-Fluoro-6-trifluoromethyl-phenyl)-piperidin-4-yl]-2-methyl-4-(2-trifluoromethyl-benzyl)-2,4,6,7-tetrahydro-pyrazolo[4,3-d]pyrimidin-5-on